[3-[(4-chloro-2-pyridyl)amino]-1-(2,2,2-trifluoroethyl)pyrazolo[4,3-c]pyridin-6-yl]-(1,4-oxazepan-4-yl)methanone ClC1=CC(=NC=C1)NC1=NN(C2=C1C=NC(=C2)C(=O)N2CCOCCC2)CC(F)(F)F